Cl.N[C@@H](C[C@H]1C(NCCC1)=O)C(COCC1=CC=CC=C1)=O (3S)-3-[(2S)-2-amino-4-(benzyloxy)-3-oxobutyl]Piperidin-2-one hydrochloride